1-bromo-4-octyl-benzene BrC1=CC=C(C=C1)CCCCCCCC